F[C@H]1C(NC(C[C@H]1N(C=1SC=2N=C(N=CC2N1)C=1C=C(C=2N(C1)C=C(N2)C)C#N)C)(C)C)(C)C 6-(2-{[(3R,4R)-3-Fluoro-2,2,6,6-tetramethylpiperidin-4-yl](methyl)amino}[1,3]thiazolo[5,4-d]pyrimidin-5-yl)-2-methylimidazo[1,2-a]pyridin-8-carbonitril